C(C)(C)(C)OC(=O)N1CCC(CC1)[C@@H]1[C@@H](C1)C1OC1 4-((1R,2R)-2-(oxiran-2-yl)cyclopropyl)piperidine-1-carboxylic acid tert-butyl ester